FC(C(=O)O)(F)F.CN1N=C2C(N=C(C=C2C)NC(=O)C=2C=CC(=C3C2N=C(S3)OC)N3C[C@@H](N[C@H](C3)C)C)=C1 N-(2,7-dimethyl-2H-pyrazolo[4,3-b]pyridin-5-yl)-7-((3S,5S)-3,5-dimethylpiperazin-1-yl)-2-methoxybenzo[d]thiazole-4-carboxamide 2,2,2-trifluoroacetate